(7-((5-chloro-4-(ethylamino)-7H-pyrrolo[2,3-d]pyrimidin-2-yl)amino)-2,3-dihydrobenzofuran-4-yl)(morpholino)methanone ClC1=CNC=2N=C(N=C(C21)NCC)NC2=CC=C(C=1CCOC12)C(=O)N1CCOCC1